C(C)(C)[Ti+3].C(CCCCCCCCCCCCCCC(C)C)(=O)[O-].C(CCCCCCCCCCCCCCC(C)C)(=O)[O-].C(CCCCCCCCCCCCCCC(C)C)(=O)[O-] triiso-stearic acid isopropyl-titanium salt